FCCCCCCCC[Si](OCC)(OCC)OCC Fluorooctyltriethoxysilane